CC=1N=CN(C1C1CCN(CC1)C1=C(N)C=CC=C1)COCC[Si](C)(C)C 2-(4-(4-methyl-1-((2-(trimethylsilyl)ethoxy)methyl)-1H-imidazol-5-yl)piperidin-1-yl)aniline